(2S,3R)-methyl-3-benzyl-1,4-dioxaspiro[4.4]nonane-2-carboxylate COC(=O)[C@H]1OC2(O[C@@H]1CC1=CC=CC=C1)CCCC2